3-(2-cyano-6-meth-oxybenzo[d]thiazol-5-yl)propanoate C(#N)C=1SC2=C(N1)C=C(C(=C2)OC)CCC(=O)[O-]